COC(=O)C1=NC(=C(C(=C1)Cl)OC)Cl 4,6-dichloro-5-methoxypyridine-2-carboxylic acid methyl ester